FC(C1=C(C=C(C(=O)N(C)C2C=3C4=C(C(NC3CNC2)=O)C=C(C=C4)F)C=C1F)F)F 4-(Difluoromethyl)-3,5-difluoro-N-(8-fluoro-6-oxo-1,2,3,4,5,6-hexahydrobenzo[c][1,7]naphthyridin-1-yl)-N-methylbenzamide